N-(5-(2-(1-cyclopropylethyl)-4-(methoxy-d3)-3-oxo-2,3-dihydro-1H-pyrrolo[3,4-c]pyridin-6-yl)-4-methylthiazol-2-yl)acetamide C1(CC1)C(C)N1C(C=2C(=NC(=CC2C1)C1=C(N=C(S1)NC(C)=O)C)OC([2H])([2H])[2H])=O